(5S)-2-{[1-Ethyl-3-(trifluoromethyl)-1H-pyrazol-5-yl]methyl}-3-oxo-2,3,5,6,7,8-hexahydro[1,2,4]triazolo[4,3-a]pyridin C(C)N1N=C(C=C1CN1N=C2N(CCCC2)C1=O)C(F)(F)F